5-methyl-5,6,7,8-tetrahydrocinnolin-3(2H)-one CC1C2=CC(NN=C2CCC1)=O